C(C)C(C)CC (E)-2-ethylbutan